FC=1C=CC=2OC[C@@H]3COC=4C=C(C5=NN=CN5C4N(CC1C23)C(=O)OC(C)(C)C)C=2C(=NC(=NC2)C)C tert-butyl (15R)-21-fluoro-10-(2,4-dimethyl pyrimidyl)-13,17-dioxa-3,5,7,8-tetrazapentacyclo[13.6.1.04,12.05,9.018,22]docosa-1(21),4(12),6,8,10,18(22),19-heptaene-3-carboxylate